O=C1CCC(N2C=CC=C12)C(=O)NC1=CC2=C(N=C(S2)C2=CC=C(C=C2)OC(F)(F)F)C=C1 8-oxo-N-[2-[4-(trifluoromethoxy)phenyl]-1,3-benzothiazol-6-yl]-6,7-dihydro-5H-indolizine-5-carboxamide